O=C1C(C(CC1)CC(=O)OC(CCCCCCCCC1C(C1)CCCCCCCC)CCCCCCCCC1C(C1)CCCCCCCC)C\C=C/CC 1,17-bis(2-octylcyclopropyl)heptadecan-9-yl (Z)-2-(3-oxo-2-(pent-2-en-1-yl)cyclopentyl)acetate